ClC=1C=CC(=C(C1)C1=CC(N(C=C1OC)C(C(=O)NC1=CC=C2C=NNC2=C1)CC1=CC=CC=C1)=O)C(CC)=O 2-(4-(5-chloro-2-propionylphenyl)-5-methoxy-2-oxopyridin-1(2H)-yl)-N-(1H-indazol-6-yl)-3-phenylpropanamide